CN(C1CCC(CC1)NC1=NC=CC(=N1)C=1C(=NC=CC1)OC1=C(C(=C(C(=C1)F)NS(=O)(=O)CCC)F)F)C N-(4-((3-(2-(((1r,4r)-4-(dimethylamino)cyclohexyl)amino)pyrimidin-4-yl)pyridin-2-yl)oxy)-2,3,6-trifluorophenyl)propane-1-sulfonamide